2-(tert-butyl) 7-methyl 6-methoxy-3,4-dihydroisoquinoline-2,7(1H)-dicarboxylate COC=1C=C2CCN(CC2=CC1C(=O)OC)C(=O)OC(C)(C)C